8-(1-(2,2-difluoroethyl)-1H-pyrazolo[3,4-b]pyrazin-6-yl)-2-(6-(trifluoromethyl)pyridazin-4-yl)-2,8-diazaspiro[4.5]decane FC(CN1N=CC=2C1=NC(=CN2)N2CCC1(CCN(C1)C1=CN=NC(=C1)C(F)(F)F)CC2)F